3-((S)-2-hydroxy-3-((R)-8-(4-hydroxy-6-methylquinolin-8-ylsulfonyl)-1-oxa-8-azaspiro[4.5]dec-3-ylamino)propoxy)-N-methylbenzenesulfonamide O[C@H](COC=1C=C(C=CC1)S(=O)(=O)NC)CN[C@H]1COC2(C1)CCN(CC2)S(=O)(=O)C=2C=C(C=C1C(=CC=NC21)O)C